F[P-](F)(F)(F)(F)F.C1(=CC=CC2=CC=CC=C12)C[N+]1=C(C=CC=C1)C#N 1-(naphthylmethyl)-2-cyanopyridinium hexafluorophosphate